4-(azetidine-1-carbonyl)-1H-pyrazole N1(CCC1)C(=O)C=1C=NNC1